[Cl-].C(=O)(C=C)OCC[N+](C)(C)C 2-(acroyloxy)ethyl-(trimethyl)ammonium chloride